2-(1-(3-methylene-1-cyclopentenyl)pentylidene)thiophene C=C1C=C(CC1)C(CCCC)=C1SC=CC1